ethyl (S)-3-((R)-4-methylphenylsulfinamido)-3-(1-phenyl-1H-pyrrol-2-yl)propanoate CC1=CC=C(C=C1)[S@@](=O)N[C@@H](CC(=O)OCC)C=1N(C=CC1)C1=CC=CC=C1